C(C)(C)(C)OC(=O)N1CCC(CC1)C1=CC=C(C=C1)CN(CCC(=O)O)CCC(=O)O 3-[[4-(1-tert-butoxycarbonyl-4-piperidyl)phenyl]methyl-(2-carboxyethyl)amino]propanoic acid